butyltin trilaurate C(CCCCCCCCCCC)(=O)[O-].C(CCCCCCCCCCC)(=O)[O-].C(CCCCCCCCCCC)(=O)[O-].C(CCC)[Sn+3]